C(C)(C)(C)OC(NCCCCCO)=O (5-Hydroxy-pentyl)-carbamic acid tert-butyl ester